3-(2,2-difluoroethoxy)-1H-pyrazole FC(COC1=NNC=C1)F